OCC(CS(=O)(=O)O)CO 2,2-bis(hydroxymethyl)ethanesulfonic acid